C(C)(C)(C)OC(=O)N1CCC(CC1)N1N=C2C(=C1)C=C(S2)C=2C=C(C=1N(N2)C=C(N1)C)C tert-butyl-4-(5-{2,8-dimethylimidazo[1,2-b]pyridazin-6-yl}thieno[2,3-c]pyrazol-2-yl)piperidine-1-carboxylate